5-(4-(1-((5-fluoro-6-(4-(methylsulfonyl)phenyl)imidazo[2,1-b][1,3,4]thiadiazol-2-yl)oxy)ethyl)piperidin-1-yl)-3-isopropyl-1,2,4-oxadiazole FC1=C(N=C2SC(=NN21)OC(C)C2CCN(CC2)C2=NC(=NO2)C(C)C)C2=CC=C(C=C2)S(=O)(=O)C